(S)-2-[6-chloro-2-[2-(trifluoromethyl)pyrimidine-5-carbonyl]-1,2,3,4-tetrahydroisoquinoline-8-yl]pyrrolidine-1-carboxylic acid tert-butyl ester C(C)(C)(C)OC(=O)N1[C@@H](CCC1)C=1C=C(C=C2CCN(CC12)C(=O)C=1C=NC(=NC1)C(F)(F)F)Cl